ClC=1C=C(C=C(C1)Cl)C1(CC(=NO1)C1=CC(=C(C(=O)NS(=O)C2=CC(=CC=C2)C(F)(F)F)C=C1)C)C(F)(F)F 4-(5-(3,5-dichlorophenyl)-5-(trifluoromethyl)-4,5-dihydroisoxazol-3-yl)-2-methyl-N-((3-(trifluoromethyl)phenyl)sulfinyl)benzamide